C(C)(C)(C)OC(N(C)C1(CC1)CO)=O.ClC1=CC(=CC(=N1)N1CCOCC1)I 4-(6-chloro-4-iodopyridin-2-yl)morpholine tert-butyl-(1-(hydroxymethyl)cyclopropyl)(methyl)carbamate